Nepsilon-(t-butyloxycarbonyl)-lysine C(C)(C)(C)OC(=O)NCCCC[C@H](N)C(=O)O